3-((1-(5-methyl-6-vinylpyrimidin-4-yl)piperidin-4-yl)oxy)benzonitrile CC=1C(=NC=NC1C=C)N1CCC(CC1)OC=1C=C(C#N)C=CC1